N1CCC(CC1)CC(=O)N1CCC(CC1)C1=CC=C(NC2C(NC(CC2)=O)=O)C=C1 3-[4-[1-[2-(4-piperidyl)acetyl]-4-piperidyl]anilino]piperidine-2,6-dione